methylcycloheptylpyridinium CC1=[N+](C=CC=C1)C1CCCCCC1